ethyl 2-amino-1-(2-(methylsulfonyl) ethyl)-1H-benzo[d]imidazole-5-carboxylate NC1=NC2=C(N1CCS(=O)(=O)C)C=CC(=C2)C(=O)OCC